8-chloro-1'-(pyrimidin-4-yl)-6-(pyrimidin-4-ylamino)-2H-spiro[imidazo[1,5-a]pyridine-3,4'-piperidine]-1,5-dione ClC1=C2N(C(C(=C1)NC1=NC=NC=C1)=O)C1(CCN(CC1)C1=NC=NC=C1)NC2=O